O=S1(C2=C(C(C1C1=CC=CC=C1)CC(=O)O)C=CC=C2)=O 2-(1,1-Dioxo-2-phenyl-2,3-dihydro-1H-benzo[b]thiophen-3-yl)acetic acid